C(C)(C)(C)OC(N(C=1N=CSC1)S(=O)(=O)C=1C=NC(=C(C1)Cl)Cl)=O ((5,6-dichloropyridin-3-yl)sulfonyl)(thiazol-4-yl)carbamic acid tert-butyl ester